BrC1=NN(C(=C1)C(=O)NC=1C(=CC=2N(C1C(=O)NC1(COC1)C)N=CC2)C)C2=NC=CC=C2Cl 6-(3-bromo-1-(3-chloropyridin-2-yl)-1H-pyrazole-5-carboxamido)-5-methyl-N-(3-methyloxetan-3-yl)pyrazolo[1,5-a]pyridine-7-carboxamide